2-(tert-butoxycarbonyl)-1,2,3,4-tetrahydro-pyrrolo[1,2-a]pyrazine-8-carboxylic acid C(C)(C)(C)OC(=O)N1CC=2N(CC1)C=CC2C(=O)O